(6-((7-oxo-7,8-dihydro-1,8-naphthyridin-4-yl)amino)-3,4-dihydroisoquinolin-2(1H)-yl)sulfonamide dihydrochloride Cl.Cl.O=C1C=CC=2C(=CC=NC2N1)NC=1C=C2CCN(CC2=CC1)S(=O)(=O)N